Methyl ((1R,3R)-3-(6-((8-(2-cyanopropan-2-yl)-4-(morpholine-4-carbonyl)quinolin-2-yl)amino)-3-(methyl-d3)-2-oxo-2,3-dihydro-1H-imidazo[4,5-c]pyridin-1-yl)cyclopentyl)carbamate C(#N)C(C)(C)C=1C=CC=C2C(=CC(=NC12)NC1=CC2=C(C=N1)N(C(N2[C@H]2C[C@@H](CC2)NC(OC)=O)=O)C([2H])([2H])[2H])C(=O)N2CCOCC2